ClC=1C(=NC=CC1SC1=NNC2=NC(=NC(=C21)C#N)N2CCC1(CC2)C(C=2C(=NC=CC2)C1)=O)C1CC1 3-((3-chloro-2-cyclopropylpyridin-4-yl)thio)-6-(5-oxo-5,7-dihydrospiro[cyclopenta[b]pyridin-6,4'-piperidin]-1'-yl)-1H-pyrazolo[3,4-d]pyrimidine-4-carbonitrile